(S)-6-ethyl-N-((S)-7-oxo-1-(5-(quinolin-7-yl)-1H-imidazol-2-yl)nonyl)-6-azaspiro[2.5]octane-1-carboxamide C(C)N1CCC2(C[C@@H]2C(=O)N[C@@H](CCCCCC(CC)=O)C=2NC(=CN2)C2=CC=C3C=CC=NC3=C2)CC1